acryloyloxypropylmethyldiethyl-diethoxysilane C(C=C)(=O)OCCCC(C)(O[Si](OCC)(CC)CC)C